N=1C=CN2C1C=CC=C2C(C)(C)OCC(=O)N2CC1CCC(C2)N1C1=NC=C(C#N)C=C1 Racemic-6-(3-(2-((2-(imidazo[1,2-a]pyridin-5-yl)propan-2-yl)oxy)acetyl)-3,8-diazabicyclo[3.2.1]octan-8-yl)nicotinonitrile